COC1=CC=C(C=C1)C(=CC=NO)C1=CC=C(C=C1)OC 3,3-bis(4-methoxyphenyl)-2-propen-1-aldoxime